C(C)(=O)OC1C(CCCC1)OC(C)=O 1,2-cyclohexanediol diacetate